N-(4-(chlorodifluoromethoxy)phenyl)-1'-methyl-2-oxo-4-(1H-pyrazol-3-yl)spiro[indoline-3,3'-pyrrolidine]-6-carboxamide ClC(OC1=CC=C(C=C1)NC(=O)C1=CC(=C2C(=C1)NC(C21CN(CC1)C)=O)C1=NNC=C1)(F)F